N1CCC(CC1)C1=NC=C(C=N1)NC1C(NC(CC1)=O)=O 3-[[2-(4-piperidyl)pyrimidin-5-yl]amino]piperidine-2,6-dione